ClC1=CC=C(C=C1)C1=C(CCC(C1)(C)C)CN1CCN(CC1)CC=1C=C2CN(C(C2=CC1)=O)N1C(NC(CC1)=O)=O 1-(5-((4-((4'-chloro-5,5-dimethyl-3,4,5,6-tetrahydro-[1,1'-biphenyl]-2-yl)methyl)piperazin-1-yl)methyl)-1-oxoisoindolin-2-yl)dihydropyrimidine-2,4(1H,3H)-dione